N-(1-(4-bromophenyl)-2-(tert-butylamino)-2-oxoethyl)-N-(pentan-3-yl)-4-(pyridin-1-yl)butanamide disodium [Na].[Na].BrC1=CC=C(C=C1)C(C(=O)NC(C)(C)C)N(C(CCCN1CC=CC=C1)=O)C(CC)CC